3-(2,6-difluoro-3,5-dimethoxyphenyl)-1-methyl-3,4-dihydrothieno[2',3':5,6]pyrido[4,3-d]pyrimidin-2(1H)-one FC1=C(C(=C(C=C1OC)OC)F)N1C(N(C2=C(C1)C=NC1=C2SC=C1)C)=O